ClC1=NC(=NC(=N1)C1=CC=CC=C1)C1=CC2=CC(=CC=C2C=C1)C1=CC=CC=C1 2-chloro-4-phenyl-6-(7-phenylnaphthalen-2-yl)-1,3,5-triazine